OC[C@@H]1CNCC(N1)=O (S)-6-(hydroxymethyl)piperazin-2-one